COC=1C=C(C=CC1)N(C(=O)OCC1CCC(CC1)COCC(=O)O)C1=CC=CC=C1 2-(((1s,4s)-4-(((3-methoxyphenyl)(phenyl)carbamoyloxy)methyl)cyclohexyl)methoxy)acetic acid